2-(3-((S)-1-(((S)-phenyl((S)-1,2,3,4-tetrahydropyrido[2,3-b]pyrazin-3-yl)methyl)amino)propan-2-yl)phenyl)acetic acid C1(=CC=CC=C1)[C@@H]([C@@H]1CNC2=C(N1)N=CC=C2)NC[C@@H](C)C=2C=C(C=CC2)CC(=O)O